S1C(=NC=C1)P(C1=CC=C(C=C1)F)(C1=CC=C(C=C1)F)=O Thiazol-2-ylbis(4-fluorophenyl)phosphine oxide